Dimethylpentaethylene glycol tellurium [Te].CC(COCCOCCOCCOCCO)(C)O